CC=1N=NN2C1C1=C(C(CC2)NC=2C=CC=C3C=CC=NC23)C=C(C=C1)C=1C=NN(C1)C 1-methyl-9-(1-methyl-1H-pyrazol-4-yl)-N-(quinolin-8-yl)-6,7-dihydro-5H-benzo[c][1,2,3]triazolo[1,5-a]azepin-7-amine